2-amino-1,3-benzenedicarboxylic acid NC1=C(C=CC=C1C(=O)O)C(=O)O